(4-cyclopropyl-3-oxopiperazin-1-yl)-N-(5-(2-fluoro-6-methoxyphenyl)-1H-pyrazolo[3,4-c]pyridin-3-yl)benzamide C1(CC1)N1C(CN(CC1)C1=C(C(=O)NC2=NNC3=CN=C(C=C32)C3=C(C=CC=C3OC)F)C=CC=C1)=O